C1(=CC=CC2=CC=CC=C12)C=1C=C(C=CC1)NC=1C(=CC=CC1)C1=CC=CC=C1 N-[3-(1-naphthyl)phenyl][1,1'-biphenyl]-2-amine